Ethyl 3-(4-cyclohexyl-3,5-difluorophenyl)-3-oxopropanoate C1(CCCCC1)C1=C(C=C(C=C1F)C(CC(=O)OCC)=O)F